ClC=1C=CC2=C(N(C(CN(S2(=O)=O)[C@H](C(=O)OC(C)(C)C)C(C)C2=C(C(=CC=C2F)C)C)=O)C)C1 tert-butyl (2S)-2-(7-chloro-5-methyl-1,1-dioxido-4-oxo-4,5-dihydrobenzo[f][1,2,5]thiadiazepin-2(3H)-yl)-3-(6-fluoro-2,3-dimethylphenyl)butanoate